(S)-2-amino-N-(3-fluoro-4-(2-oxo-1,2-dihydropyridin-4-yl)phenyl)-3,3-diphenylpropanamide hydrochloride Cl.N[C@H](C(=O)NC1=CC(=C(C=C1)C1=CC(NC=C1)=O)F)C(C1=CC=CC=C1)C1=CC=CC=C1